[P].[Mo].[Sn] tin molybdenum phosphorus